Cl.C=1(N=CN2C1CNCC2)C(=O)OCC Ethyl 5,6,7,8-tetrahydroimidazo[1,5-a]pyrazine-1-carboxylate hydrochloride